ClC1=C(OC[C@H](CO)O)C(=CC(=C1)S(=O)(=O)C1=CC=C(C=C1)OCCCCl)Cl (S)-3-(2,6-dichloro-4-((4-(3-chloropropoxy)phenyl)sulfonyl)phenoxy)propane-1,2-diol